2-(trifluoromethyl)thiazole-4-sulfonyl chloride FC(C=1SC=C(N1)S(=O)(=O)Cl)(F)F